(Z)-1-hydroxy-N'-(3-(3-(3-(pentafluoro-sulfaneyl)-5-(trifluoromethyl)phenyl)-1H-1,2,4-triazol-1-yl)acryloyl)cyclopropane-1-carbohydrazide OC1(CC1)C(=O)NNC(\C=C/N1N=C(N=C1)C1=CC(=CC(=C1)C(F)(F)F)S(F)(F)(F)(F)F)=O